O[C@@H]1C([C@@H]2CC[C@]3([C@@]4(CC[C@]5(CC[C@H]([C@@H]([C@H]5C4=CC[C@@H]3[C@]2(CC1)C)C)C)C(=O)O)C)C)(C)C (1S,2R,4aS,6aS,6bR,8aR,10S,12aR,12bR,14bS)-10-Hydroxy-1,2,6a,6b,9,9,12a-heptamethyl-1,3,4,5,6,6a,6b,7,8,8a,9,10,11,12,12a,12b,13,14b-octadecahydropicene-4a(2H)-carboxylic acid